C1OCC2=CC(=CC=C12)C=1N=C2N(C(C(=C(N2)CC)N2CCN(CC2)C(=O)OC(C)(C)C)=O)C1 tert-butyl 4-(2-(1,3-dihydroisobenzofuran-5-yl)-7-ethyl-5-oxo-5,8-dihydroimidazo[1,2-a]pyrimidin-6-yl)piperazine-1-carboxylate